C(C)C=1C(=C(C(=C(C1)N)OC)F)N1CCC(CC1)N1CCN(CC1)C 5-ethyl-3-fluoro-2-methoxy-4-(4-(4-methylpiperazin-1-yl)piperidin-1-yl)phenylamine